4-chloroacetylphenylmaleimide ClCC(=O)C1=CC=C(C=C1)C=1C(=O)NC(C1)=O